(2R,4R)-4-(5-(5-cyano-2-methoxyphenyl)-1,3,4-oxadiazole-2-carboxamido)-2-methylpyrrolidine-1-carboxylic acid tert-butyl ester C(C)(C)(C)OC(=O)N1[C@@H](C[C@H](C1)NC(=O)C=1OC(=NN1)C1=C(C=CC(=C1)C#N)OC)C